Allylisocyanat C(C=C)N=C=O